7-methoxy-N-methyl-1-(thiophen-3-yl)-1,4-dihydrobenzopyrano[4,3-c]Pyrazole-3-carboxamide COC1=CC2=C(C=C1)C=1N(N=C(C1CO2)C(=O)NC)C2=CSC=C2